2-((2-bromo-4-chloro-5-methylbenzo[d]thiazol-6-yl)oxy)acetic acid methyl ester COC(COC1=CC2=C(N=C(S2)Br)C(=C1C)Cl)=O